(S)-18-[4-(1-{4-[3-(2-Carboxy-1-cyclopropyl-ethyl)-phenoxymethyl]-2'-fluoro-5'-methoxy-biphenyl-2-yl}-1-methyl-ethyl)-[1,2,3]triazol-1-yl]-octadecanoic acid methyl ester COC(CCCCCCCCCCCCCCCCCN1N=NC(=C1)C(C)(C)C1=C(C=CC(=C1)COC1=CC(=CC=C1)[C@@H](CC(=O)O)C1CC1)C1=C(C=CC(=C1)OC)F)=O